2-Amino-N-{1-[1,8-dichloro-3-methyl-5-(1H-pyrazol-4-yl)imidazo[1,5-a]pyridin-6-yl]ethyl}pyrazolo[1,5-a]pyrimidine-3-carboxamide trifluoroacetate salt FC(C(=O)O)(F)F.NC1=NN2C(N=CC=C2)=C1C(=O)NC(C)C=1C=C(C=2N(C1C=1C=NNC1)C(=NC2Cl)C)Cl